C(CCC)O[Ta](OCCCC)(OCCCC)OCCCC tetrabutoxytantalum (IV)